N-(5-bromo-6-methoxypyridin-2-yl)-6-chloro-1-(phenylsulfonyl)-1H-indole-3-sulfonamide BrC=1C=CC(=NC1OC)NS(=O)(=O)C1=CN(C2=CC(=CC=C12)Cl)S(=O)(=O)C1=CC=CC=C1